S1C(=NC2=C1C=CC=C2)NC2=C(C=C(N=N2)N(C=2SC(=C(N2)C(=O)O)C2CCCCC2)C)C 2-({6-[(1,3-Benzothiazol-2-yl)amino]-5-methylpyridazin-3-yl}(methyl)amino)-5-cyclohexyl-1,3-thiazole-4-carboxylic acid